OC(C[N+](C)(C)CC(C)O)C bis-(2-hydroxypropyl)-dimethylammonium